1,3-divinyl-tetramethyl-disiloxane platinum [Pt].C(=C)[Si](O[Si](C=C)(C)C)(C)C